BrC=1C=NC=2CCN(CC2C1)C1=NC=2N(C(=C1C)C)C(N(N2)C)=O 7-(3-bromo-7,8-dihydro-5H-1,6-naphthyridin-6-yl)-2,5,6-trimethyl-[1,2,4]triazolo[4,3-a]pyrimidin-3-one